ClC1=C2C(=CNC2=C(C=C1)N1C[C@@H](CCC1)C1=CC=C(C=C1)N1CCC(CC1)CN1CCN(CC1)C1=CC(=C(C(=O)NC2C(NC(CC2)=O)=O)C=C1)F)C#N 4-{4-[(1-{4-[(3S)-1-(4-chloro-3-cyano-1H-indol-7-yl)piperidin-3-yl]phenyl}piperidin-4-yl)methyl]piperazin-1-yl}-N-(2,6-dioxopiperidin-3-yl)-2-fluorobenzamide